C(C)(C)(C)OC(=O)N[C@H](C(=O)OC(C)(C)C)CCS(=O)C tert-butyl (2S)-2-((tert-butoxycarbonyl)amino)-4-(methylsulfinyl)butanoate